CN1N=CC2=CC=C(C=C12)C(=O)OC Methyl (1-methyl-1H-indazol-6-yl)carboxylate